(1s,4s)-4-(tritylamino)cyclohexan-1-ol C(C1=CC=CC=C1)(C1=CC=CC=C1)(C1=CC=CC=C1)NC1CCC(CC1)O